CC1N(CCCC1)C(=O)Cl 2-methylpiperidine-1-carbonyl chloride